COC1=CC=CC=C1NC(=S)N N-(2-methoxyphenyl)thiourea